CC=1NC(=C(C1C(=O)O)C)C(=O)O 2,4-dimethyl-pyrrole-3,5-dicarboxylic acid